CN1C=NC2=C1C=C(C=C2)C2=NC=CN=C2OC2=CC=C(C=C2)S(F)(F)(F)(F)F 1-Methyl-6-(3-(4-(pentafluoro-λ6-sulfaneyl)phenoxy)pyrazin-2-yl)-1H-benzo[d]imidazole